(Z)-6-((2-(aminomethyl)-3-fluoroallyl)oxy)-N-(pyridin-3-ylmethyl)benzo[d]oxazol-2-amine NC/C(/COC1=CC2=C(N=C(O2)NCC=2C=NC=CC2)C=C1)=C/F